C1=C(C=CC=2SC3=CC=CC=C3NC12)C(=C)C1=CC=C(C=C1)N1CCOCC1 (4-(1-(10H-phenothiazin-2-yl)vinyl)phenyl)(morpholine)